2-(2,6-difluorophenyl)-2-methyl-propanoic acid FC1=C(C(=CC=C1)F)C(C(=O)O)(C)C